CC=1C(=NC(=C(N1)C(=O)O)C)C(=O)O 3,6-dimethyl-2,5-pyrazinedicarboxylic acid